[W](=O)(=O)=O.[Na] sodium-tungsten trioxide